C1(CC1)CN1C2=C(OCC1)C(=CC(=C2)C(=O)N[C@H](C)C=2C=NC(=NC2)C(F)(F)F)C=2SC(=CN2)C (R)-4-(cyclopropylmethyl)-8-(5-methylthiazol-2-yl)-N-(1-(2-(trifluoromethyl)pyrimidin-5-yl)ethyl)-3,4-dihydro-2H-benzo[b][1,4]oxazine-6-carboxamide